2-Hexyldecyl 3-((2-hydroxyethyl)disulfanyl)propanoate OCCSSCCC(=O)OCC(CCCCCCCC)CCCCCC